2-({7-amino-1-oxo-4-[3-(propan-2-yl)-1H-indazol-5-yl]-2,3-dihydro-1H-isoindol-2-yl}methyl)prop-2-enenitrile NC=1C=CC(=C2CN(C(C12)=O)CC(C#N)=C)C=1C=C2C(=NNC2=CC1)C(C)C